N-[(3-methoxyphenyl)methyl]-N,6-dimethyl-4-[(1-methylcyclopropyl)amino]furo[2,3-d]pyrimidine-5-carboxamide COC=1C=C(C=CC1)CN(C(=O)C1=C(OC=2N=CN=C(C21)NC2(CC2)C)C)C